N-[[2-(4-fluoro-2-pyridyl)-3-methyl-1H-indol-5-yl]methyl]-4-methyl-pyrimidine-5-carboxamide FC1=CC(=NC=C1)C=1NC2=CC=C(C=C2C1C)CNC(=O)C=1C(=NC=NC1)C